NC1=NC=2C=C(C(=CC2C2=C1C=NN2C)C(=O)N([C@@H]2CCOC1=NC(=CC=C12)C(F)(F)F)C)F 4-amino-7-fluoro-N,1-dimethyl-N-((4R)-7-(trifluoromethyl)-3,4-dihydro-2H-pyrano[2,3-b]-pyridin-4-yl)-1H-pyrazolo[4,3-c]quinoline-8-carboxamide